O=C1N(C(CC1)=O)OC(=O)[C@H]1OC(OC1)(C)C (S)-2,2-dimethyl-1,3-dioxolane-4-carboxylic acid 2,5-dioxopyrrolidin-1-yl ester